tert-butyl (E)-(2-((4-(2-bromopyridin-4-yl)-5-oxo-4,5-dihydro-1H-1,2,4-triazol-1-yl)methyl)-3-fluoroallyl)carbamate BrC1=NC=CC(=C1)N1C=NN(C1=O)C\C(\CNC(OC(C)(C)C)=O)=C\F